C1CC12NCNC2 4,6-diazaspiro[2.4]heptane